C(CCCC)(=O)OOC(C)(C)C1=CC=CC=C1 cumyl peroxyvalerate